C(C)(C)(C)OC(NC1=CC(=NO1)C1CCN(CC1)C(C1=CC(=C(C=C1)OC(F)(F)F)F)=O)=O.NC1=CC=C(OC2=C(C(=C(C(=C2F)F)C2=C(C(=C(C(=C2F)F)OC2=CC=C(C=C2)N)F)F)F)F)C=C1 4,4'-bis(4-aminophenoxy)octafluorobiphenyl tert-butyl-N-[3-[1-[3-fluoro-4-(trifluoromethoxy)benzoyl]-4-piperidyl]isoxazol-5-yl]carbamate